1-(2-(2-methoxyethoxy)ethyl)-1-(1-(1-oxo-1,2-dihydroisoquinolin-4-yl)ethyl)urea COCCOCCN(C(=O)N)C(C)C1=CNC(C2=CC=CC=C12)=O